copper(I) sulfate S(=O)(=O)([O-])[O-].[Cu+].[Cu+]